C(C1=CC=CC=C1)NP(=O)(OCCSC(C(CO[Si](C)(C)C(C)(C)C)(C)C)=O)C(C1=CC2=C(SC(=C2)C(=O)OCC=C)C=C1)(F)F Allyl 5-(((benzylamino)(2-((3-((tert-butyldimethylsilyl)oxy)-2,2-dimethylpropanoyl)thio)ethoxy)phosphoryl)difluoromethyl)benzo[b]thiophene-2-carboxylate